N[C@@H](CCCCN)C(=O)NCC(=O)N[C@@H](CC1=CNC=N1)C(=O)O L-Lysyl-Glycyl-L-Histidine